(4-methyl-2-nitrophenyl) methylsulfonate CS(=O)(=O)OC1=C(C=C(C=C1)C)[N+](=O)[O-]